N[C@@H](C(C)(O)C)C1=CC=C(C=C1)OC[C@H](C(CC)([2H])[2H])C (R)-1-amino-2-methyl-1-(4-(((S)-2-methylpentyl-3,3-d2)oxy)phenyl)propan-2-ol